O=C1NC(CCC1N1C(C2=CC=CC(=C2C1=O)NC1CCC(CC1)C(=O)N)=O)=O 4-((2-(2,6-dioxopiperidin-3-yl)-1,3-dioxoisoindolin-4-yl)amino)cyclohexane-1-carboxamide